FC1C(CC(C2=C1NC=1N=CC=CC1C2(C2=CC(=CC=C2)B2OC(C(O2)(C)C)(C)C)C)=O)(C)C 9-fluoro-5,8,8-trimethyl-5-[3-(4,4,5,5-tetramethyl-1,3,2-dioxaborolan-2-yl)phenyl]-9,10-dihydro-7H-benzo[b][1,8]naphthyridin-6-one